C(C)[V](N)(C)(CC)(CC)CC tetraethyl-methyl-aminoVanadium